3-(5-(3,8-diazabicyclo[3.2.1]octan-3-yl)-6,7-difluoro-1-oxoisoindolin-2-yl)piperidine-2,6-dione C12CN(CC(CC1)N2)C=2C=C1CN(C(C1=C(C2F)F)=O)C2C(NC(CC2)=O)=O